OC([C@@H](C)CCC[C@@H](C)[C@H]1CC[C@H]2[C@@H]3CCC4=CC(CC[C@]4(C)[C@H]3CC[C@]12C)=O)O (S)-dihydroxy-4-cholesten-3-one